ethyl 2-((1R,3S)-1-(3-bromo-4-fluorobenzyl)-3-(methylsulfonamido)cyclopentyl)-4-hydroxy-5-methyl-4,5-dihydrooxazole-4-carboxylate BrC=1C=C(C[C@]2(C[C@H](CC2)NS(=O)(=O)C)C=2OC(C(N2)(C(=O)OCC)O)C)C=CC1F